[N].N[C@@H](CS)C(=O)O Cysteine nitrogen